C(=O)(O)CN(CCN([C@@H](CCC(=O)O)C(=O)O)CCN(CC(=O)O)CC(=O)O)CC(=O)O N,N-bis[2-[bis(carboxymethyl)amino]-ethyl]-L-glutamic acid